tert-butyl 7-{2-[6-(methoxymethoxy)-2,7-dimethylindazol-5-yl]-4-methylquinazolin-6-yl}-4,7-diazaspiro[2.5]octane-4-carboxylate COCOC=1C(=CC2=CN(N=C2C1C)C)C1=NC2=CC=C(C=C2C(=N1)C)N1CCN(C2(CC2)C1)C(=O)OC(C)(C)C